NC=1N=CC(=NC1C)C#CC=1C=NC=C(C(=O)NC2=CC(=C(C=C2)CN2CCN(CC2)C)C(F)(F)F)C1 5-((5-amino-6-methylpyrazin-2-yl)ethynyl)-N-(4-((4-methylpiperazin-1-yl)methyl)-3-(trifluoromethyl)phenyl)nicotinamide